3-chloro-6-{6-hydroxy-2-azaspiro[3.3]heptan-2-yl(pyridin-2-yl)-5-(2,6-difluoro-4-methoxyphenyl)-1-methyl-3-oxo-2,3-dihydro-1H-pyrazol-4-yl}-4-(difluoromethoxy)benzamide ClC=1C=C(C(=O)N)C(=CC1OC(F)F)C1(C(N(N(C1C1=C(C=C(C=C1F)OC)F)C)C1=NC=CC=C1)=O)N1CC2(C1)CC(C2)O